2,2-diethyl-5-(2-((1,1,1,3,3,3-hexafluoro-2-(trifluoromethyl)propane-2-yl)oxy)ethyl)-5-methylpyrrolidine C(C)C1(NC(CC1)(C)CCOC(C(F)(F)F)(C(F)(F)F)C(F)(F)F)CC